methyl 2-(2-bromoacetamido)-3-[2-(trifluoromethyl) benzoyl]-4h,5h,6h-cyclopenta[b]thiophene-5-carboxylate BrCC(=O)NC1=C(C2=C(S1)CC(C2)C(=O)OC)C(C2=C(C=CC=C2)C(F)(F)F)=O